2-chloro-4-(oxetan-3-yloxy)pyridine ClC1=NC=CC(=C1)OC1COC1